ClC1=C(C(=NC(=C1C(=O)OCC)C)Cl)[Si](C)(C)C ethyl 4,6-dichloro-2-methyl-5-(trimethylsilyl)nicotinate